rac-(2R,4R)-6-chloro-4-hydroxy-N-[3-(2-{[(1s,3s)-3-(trifluoromethoxy)cyclobutyl]oxy}acetamido)bicyclo[1.1.1]pentan-1-yl]-3,4-dihydro-2H-1-benzopyran-2-carboxamide ClC=1C=CC2=C([C@@H](C[C@@H](O2)C(=O)NC23CC(C2)(C3)NC(COC3CC(C3)OC(F)(F)F)=O)O)C1 |r|